1-((2S,3R,4R)-4-amino-6-bromo-2-cyclopropyl-3-methyl-3,4-dihydroquinolin-1(2H)-yl)ethanone N[C@@H]1[C@H]([C@@H](N(C2=CC=C(C=C12)Br)C(C)=O)C1CC1)C